C(C)(C)(C)OC(N=C1N(C([C@@](N1)(CC(C)(C)C)C1=C(C=C(C=C1)Br)F)=O)[C@H](CO)C1=CC(=C(C=C1)Cl)C(NCC1=C(C=C(C=C1)OC)OC)=O)=O ((R)-4-(4-bromo-2-fluorophenyl)-1-((S)-1-(4-chloro-3-((2,4-dimethoxybenzyl)carbamoyl)phenyl)-2-hydroxyethyl)-4-neopentyl-5-oxoimidazolidin-2-ylidene)carbamic acid tert-butyl ester